1-(4-(8-amino-3-cyclopropylimidazo[1,5-a]pyrazin-1-yl)-2-fluorophenyl)-3-(3-(tert-butyl)-1-(p-tolyl)-1H-pyrazol-5-yl)urea NC=1C=2N(C=CN1)C(=NC2C2=CC(=C(C=C2)NC(=O)NC2=CC(=NN2C2=CC=C(C=C2)C)C(C)(C)C)F)C2CC2